[N+](=O)([O-])C=1C=NN(C1)C1[C@@H]2CN([C@H](C1)C2)C(=O)OC(C)(C)C tert-Butyl (1S,4S)-5-(4-nitro-1H-pyrazol-1-yl)-2-azabicyclo[2.2.1]heptane-2-carboxylate